3-[[1-[3-[1-(2,2-difluoro-1,3-benzodioxol-5-yl)ethoxy]phenyl]-3-(trifluoromethyl)-5,6-dihydro-4H-pyrazolo[3,4-b]pyridine-7-yl]methyl]bicyclo[1.1.1]pentane-1-carboxylic acid FC1(OC2=C(O1)C=CC(=C2)C(C)OC=2C=C(C=CC2)N2N=C(C1=C2N(CCC1)CC12CC(C1)(C2)C(=O)O)C(F)(F)F)F